2-[3-(hydroxymethyl)cyclobutyl]phenol OCC1CC(C1)C1=C(C=CC=C1)O